N-[(1S)-2-[[1-[cyclopropyl-[1-(3,3-difluorocyclobutyl)tetrazol-5-yl]methyl]-3-fluoro-pyrazol-4-yl]amino]-1-(4,4-difluorocyclohexyl)-2-oxo-ethyl]-2-isopropyl-pyrazole-3-carboxamide C1(CC1)C(N1N=C(C(=C1)NC([C@H](C1CCC(CC1)(F)F)NC(=O)C=1N(N=CC1)C(C)C)=O)F)C1=NN=NN1C1CC(C1)(F)F